N-(3-aminopropyl)-3-(5-(3,4-difluorophenyl)-1H-imidazol-2-yl)-1H-indazole-5-carboxamide NCCCNC(=O)C=1C=C2C(=NNC2=CC1)C=1NC(=CN1)C1=CC(=C(C=C1)F)F